Cl.COCCN(CC1=CC=2N=C(N=C(C2O1)N1CCOCC1)CC1=CC(=NN1)C1=CC=CC=C1)C 2-methoxy-N-methyl-N-((4-morpholino-2-((3-phenyl-1H-pyrazol-5-yl)methyl)furo[3,2-d]pyrimidin-6-yl)methyl)ethan-1-amine hydrogen chloride